4-(azetidinyl)benzoic acid N1(CCC1)C1=CC=C(C(=O)O)C=C1